C(#N)C[C@H]1CN(CCN1C(C=C)=O)C=1C2=C(N=C(N1)OCC1N(CCC1)[C@H](C(=O)[O-])CC)CN(CC2)C2=CC=CC1=CC=CC(=C21)I (2S)-2-[[(4-[(3S)-3-(cyanomethyl)-4-prop-2-enoyl-piperazin-1-yl]-7-(8-iodo-1-naphthyl)-6,8-dihydro-5H-pyrido[3,4-d]pyrimidin-2-yl)oxymethyl]pyrrolidin-1-yl]butanoate